3-((Isobutylsulfanyl)methyl)benzofuran C(C(C)C)SCC1=COC2=C1C=CC=C2